NC=1C(=NC(=C(N1)C1=CC=CC=C1)C=1C=C2C=CC=NC2=C(C1)Cl)/C=C/C(=O)OC methyl (2E)-3-[3-amino-6-(8-chloroquinolin-6-yl)-5-phenylpyrazin-2-yl]prop-2-enoate